C(CC)C1=C(C=CC=C1)C1=CC1 1-propyl-2-cyclopropen-1-yl-benzene